C(C)OC(=O)C=1C(=NC(=C(C1)C#N)OCC1=C(C=CC(=C1)Cl)F)C(F)F 6-[(5-Chloro-2-fluoro-phenyl)methoxy]-5-cyano-2-(difluoromethyl)pyridine-3-carboxylic acid ethyl ester